benzo[d][1,3]oxathiolane O1CSC2=C1C=CC=C2